C1(CC1)N1CCC(CC1)NC(OC(C)(C)C)=O tert-butyl N-(1-cyclopropyl-4-piperidyl)carbamate